2-((2-ethyl-6-(2-(4-(morpholine-4-carbonyl)piperidin-1-yl)pyrimidin-5-yl)imidazo[1,2-a]pyridin-3-yl)(methyl)amino)-4-(4-fluorophenyl)thiazole-5-carbonitrile C(C)C=1N=C2N(C=C(C=C2)C=2C=NC(=NC2)N2CCC(CC2)C(=O)N2CCOCC2)C1N(C=1SC(=C(N1)C1=CC=C(C=C1)F)C#N)C